C(C)(C)(C)OC(NC1(CC(C1)OC1=C(C=C(C=C1)F)[C@H](C)N[S@](=O)C(C)(C)C)C)=O ((1S,3s)-3-(2-((R)-1-(((R)-tert-butylsulfinyl)amino)ethyl)-4-fluorophenoxy)-1-methylcyclobutyl)carbamic acid tert-butyl ester